BrC1=C(C=C2C(=NC(=NC2=C1F)C(=O)OCC)N1[C@@H]2CN([C@H](C1)C2)C(=O)OC(C)(C)C)I ethyl 7-bromo-4-((1S,4S)-5-(tert-butoxycarbonyl)-2,5-diazabicyclo[2.2.1]heptan-2-yl)-8-fluoro-6-iodoquinazoline-2-carboxylate